ON(C(C(CC)(C)C)=O)CC1=C(C(=C(C=C1)F)F)F N-Hydroxy-2,2-dimethyl-N-(2,3,4-trifluorobenzyl)butanamid